[Se]1C(=CC=C1)S selenophenethiol